tert-butyl (4-amino-6-chloro-2-methylpyridin-3-yl)(methyl)carbamate NC1=C(C(=NC(=C1)Cl)C)N(C(OC(C)(C)C)=O)C